N1=NC=CC=C1 ortho-diazine